C1(CC1)C=1N=CC2=CC3=C(C(=C2C1)S(NC1CC(C1)(F)F)(=O)=O)C[C@@H](C3)NC=3C=CC(=NC3)C(=O)OC(C)(C)C tert-butyl 5-[[(7R)-3-cyclopropyl-5-[(3,3-difluorocyclobutyl)sulfamoyl]-7,8-dihydro-6H-cyclopenta[g]isoquinolin-7-yl]amino]pyridine-2-carboxylate